6-amino-2-(3,5-dichloro-4-((4-methyl-2-(2-bromopyridin-4-yl)quinolin-6-yl)oxy)phenyl)-1,2,4-triazine-3,5(2H,4H)-dione NC=1C(NC(N(N1)C1=CC(=C(C(=C1)Cl)OC=1C=C2C(=CC(=NC2=CC1)C1=CC(=NC=C1)Br)C)Cl)=O)=O